1-[3-Bromo-4-(methoxymethoxy)-5-methyl-phenyl]sulfonyl-4-phenyl-piperidine BrC=1C=C(C=C(C1OCOC)C)S(=O)(=O)N1CCC(CC1)C1=CC=CC=C1